2-methylpentan-3-one CC(C)C(CC)=O